pentamethyl-rhodium dichloride C[Rh](C)(C)(C)(C)(Cl)Cl